C(N)(OCCC=1N(C2=CC=CC=C2C1CNS(=O)(=O)C)C1CCN(CC1)[C@@H]1CC[C@@H](CC1)C(C)C)=O 2-(1-(1-(cis-4-isopropylcyclohexyl)piperidin-4-yl)-3-(methylsulfonamidomethyl)-1H-indol-2-yl)ethyl carbamate